(S)-N-(1-(3-cyano-5-(2,2,2-trifluoroethoxy)phenyl)cyclopropyl)-3-(4-fluorophenyl)-3-hydroxybutanamide C(#N)C=1C=C(C=C(C1)OCC(F)(F)F)C1(CC1)NC(C[C@](C)(O)C1=CC=C(C=C1)F)=O